7-Chloro-1-methyl-4-((1R,3s,5S)-8-(5-(morpholinomethyl)pyrimidin-2-yl)-8-azabicyclo[3.2.1]octan-3-yl)-1,4-dihydropyrido[2,3-b]pyrazine-2,3-dione ClC1=CC2=C(N(C(C(N2C)=O)=O)C2C[C@H]3CC[C@@H](C2)N3C3=NC=C(C=N3)CN3CCOCC3)N=C1